5,6-dichlorobenzo[b]Thiophene-2-carboxylic acid ClC1=CC2=C(SC(=C2)C(=O)O)C=C1Cl